5,6-dimethoxy-1H-indene-1,3(2H)-dione COC=1C=C2C(CC(C2=CC1OC)=O)=O